1,4-bis[bis(2-cyanoethyl)amino]butane C(#N)CCN(CCCCN(CCC#N)CCC#N)CCC#N